CCCCCCCCCCCCC(=O)O[C@H](COC(=O)CCCCCCC/C=C\C/C=C\CCCC)COP(=O)([O-])OCC[N+](C)(C)C 1-(9Z,12Z-heptadecadienoyl)-2-tridecanoyl-glycero-3-phosphocholine